racemic-6-(3-((1-([1,2,4]triazolo[1,5-a]pyridin-5-yl)ethyl)glycyl)-3,8-diazabicyclo[3.2.1]octan-8-yl)nicotinonitrile N=1C=NN2C1C=CC=C2C(C)NCC(=O)N2CC1CCC(C2)N1C1=NC=C(C#N)C=C1